NC=1N=CN(C(C1C(=O)NC1=CC(=CC(=C1)[C@H]1NCCCC1)F)=O)C1=C(C=C(C=C1Cl)OC)Cl (S)-4-amino-1-(2,6-dichloro-4-methoxyphenyl)-N-(3-fluoro-5-(piperidin-2-yl)phenyl)-6-oxo-1,6-dihydropyrimidine-5-carboxamide